bis(2,6-dimethoxybenzoyl)-2,4,4-trimethylpentylphenylphosphine oxide COC1=C(C(=O)C=2C(=C(C=CC2)P(CC(CC(C)(C)C)C)=O)C(C2=C(C=CC=C2OC)OC)=O)C(=CC=C1)OC